2-Methylpropanoic acid [(2R)-3-(3-ethyl-4-oxo-spiro[6,8-dihydro-5H-pyrazolo[4,3-c]azepin-7,4'-tetrahydropyran]-1-yl)-2-methyl-propyl] ester C(C)C1=NN(C2=C1C(NCC1(CCOCC1)C2)=O)C[C@H](COC(C(C)C)=O)C